BrC=1SC(=C(N1)Br)Cl 2,4-dibromo-5-chlorothiazole